tert-butyl 4-(6-bromo-1H-indazol-3-ylamino)piperidine-1-carboxylate BrC1=CC=C2C(=NNC2=C1)NC1CCN(CC1)C(=O)OC(C)(C)C